C1(CC1)C#C[C@]1(C2=C(NC(O1)=O)C=C(C(=C2)F)CN2C=NC(=CC2=O)C(F)F)C(F)(F)F (S)-4-(cyclopropylethynyl)-7-((4-(difluoromethyl)-6-oxopyrimidin-1(6H)-yl)methyl)-6-fluoro-4-(trifluoromethyl)-1,4-dihydro-2H-benzo[d][1,3]oxazin-2-one